ClC=1C(=NC(=NC1)N1C[C@@](CC1)(C)O)NC1=CC=2C3=C(C(N(C2C=C1)C)=O)OCC([C@@H](N3)C3CC3)(F)F (S)-10-((5-Chloro-2-((S)-3-hydroxy-3-methylpyrrolidin-1-yl)pyrimidin-4-yl)amino)-2-cyclopropyl-3,3-difluoro-7-methyl-1,2,3,4-tetrahydro-[1,4]oxazepino[2,3-c]chinolin-6(7H)-on